BrC1=CC(=NN1C)COC1=CC=CC(=N1)C1=CC(=C(CC2=NC3=C(N2C[C@H]2OCC2)C=C(C=C3)C(=O)OC)C=C1F)F Methyl (S)-2-(4-(6-((5-bromo-1-methyl-1H-pyrazol-3-yl)methoxy)pyridin-2-yl)-2,5-difluorobenzyl)-1-(oxetan-2-ylmethyl)-1H-benzo[d]imidazole-6-carboxylate